methyl (S)-4-(3,5-difluoro-2-((S)-1-fluoroethyl)phenyl)-2-(fluoromethyl)-5-oxo-4,5,6,7-tetrahydro-1H-cyclopenta[b]pyridine-3-carboxylate FC=1C(=C(C=C(C1)F)[C@H]1C2=C(NC(=C1C(=O)OC)CF)CCC2=O)[C@H](C)F